C(C)(=O)N1CCC(CC1)CNNC1=CC(=NC=N1)C(=O)OC methyl 6-((((1-acetylpiperidin-4-yl)methyl)amino)amino)pyrimidine-4-carboxylate